2-(3,5-Difluoro-4-hydroxy-benzyl-sulfanyl)-6-oxo-4-thiophen-2-yl-1,6-dihydro-pyrimidine-5-carbonitrile FC=1C=C(CSC=2NC(C(=C(N2)C=2SC=CC2)C#N)=O)C=C(C1O)F